Cl.Cl.CC1=CC=C2C(=N1)C=NN2C=2C=CC(=C(C2)O)C2=CN=C(N=N2)N2C[C@@H](NCC2)C(C)C 5-(5-methyl-1H-pyrazolo[4,3-b]pyridin-1-yl)-2-{3-[(3S)-3-(propan-2-yl)piperazin-1-yl]-1,2,4-triazin-6-yl}phenol dihydrochloride